C1(CC1)C1=CN(C(C2=CN=CC=C12)=O)CC=1N=C2N(C=C(C=C2)C)C1 4-cyclopropyl-2-({6-methylimidazo[1,2-a]pyridin-2-yl}methyl)-1,2-dihydro-2,7-naphthyridin-1-one